4-[2,9-dimethyl-7-(4-sulfophenyl)-1,10-phenanthrolin-4-yl]benzenesulfonic acid CC1=NC2=C3N=C(C=C(C3=CC=C2C(=C1)C1=CC=C(C=C1)S(=O)(=O)O)C1=CC=C(C=C1)S(=O)(=O)O)C